difluorosulfimide lithium [Li].FS(=N)F